NCC=1C=C(C=CC1)C=1C=CC2=C(C(=CO2)COC2=C(C=CC(=C2)OC(F)(F)F)CC(=O)OCC)C1 ethyl 2-(2-((5-(3-(aminomethyl)phenyl)benzofuran-3-yl)methoxy)-4-(trifluoromethoxy)phenyl)acetate